1-(3-(difluoromethoxy)phenyl)-3-(1-hydroxyethyl)-N-(3-methyl-1,1-dioxidothietan-3-yl)-1H-pyrazolo[3,4-b]pyridine-5-carboxamide FC(OC=1C=C(C=CC1)N1N=C(C=2C1=NC=C(C2)C(=O)NC2(CS(C2)(=O)=O)C)C(C)O)F